[C@H]12CC(C[C@H](CC1)N2)CO (1r,3s,5s)-8-azabicyclo[3.2.1]oct-3-ylcarbinol